(4S,7R)-2-bromo-4-fluoro-7-(methoxymethyl)-4,5,7,8-tetrahydro-3H-1-thia-5a,8-diazabenzo[cd]azulen-9(6H)-one BrC=1SC=2C(N[C@H](CN3C2C1C[C@@H](C3)F)COC)=O